NC1=NC=CC=C1C1=NC=2C(=NC(=CC2)C2=CC=CC=C2)N1C1=CC=C(C=C1)CNC(C1=CC=C(C=C1)N1N=C(C=C1O)C)=O N-[[4-[2-(2-amino-3-pyridyl)-5-phenyl-imidazo[4,5-b]pyridin-3-yl]phenyl]methyl]-4-(5-hydroxy-3-methyl-pyrazol-1-yl)benzamide